(2R,3R)-2-(2,5-difluorophenyl)-3-((pyrazin-2-ylmethyl)disulfanyl)-1-(1H-1,2,4-triazol-1-yl)butan-2-ol FC1=C(C=C(C=C1)F)[C@@](CN1N=CN=C1)([C@@H](C)SSCC1=NC=CN=C1)O